O1CCN(CC1)C1=CC=CN=N1 6-morpholinopyridazin